[Ni].[Eu].[O] oxygen europium nickel